BrCC(=O)C1=CC(=C(C=C1)O)F 2-bromo-1-(3-fluoro-4-hydroxyphenyl)ethanone